L-3,4-DihydroxyPhenylAlanine OC=1C=C(C[C@H](N)C(=O)O)C=CC1O